C(C)OC(=O)C1C(C1C1=CC(=C(C(=C1)OC)F)F)C=1C=NC(=NC1)C1=NC=CC=N1.S1CN(CC1)CC(=O)O 3-thiazolidineacetic acid trans-ethyl-2-([2,2'-bipyrimidin]-5-yl)-3-(3,4-difluoro-5-methoxyphenyl)cyclopropane-1-carboxylate